FC1=C(C=CC=C1C(F)(F)F)[C@H](C)C1=C2C(=NC(=NC2=CC(=C1OCC=1NCCC1)OC)C)N ((R)-1-(2-fluoro-3-(trifluoromethyl)phenyl)ethyl)-7-methoxy-2-methyl-6-(((S)-pyrrolin-2-yl)methoxy)quinazolin-4-amine